NC1=NC(=NC(=C1CO)C12CC(C1)(C2)C(F)F)Cl (4-amino-2-chloro-6-(3-(difluoromethyl)-bicyclo[1.1.1]pentan-1-yl)pyrimidin-5-yl)methanol